C12(CC3CC(CC(C1)C3)C2)CN2N=CC(=C2C)C2=C(C=3C=CC(=NC3C=C2)O)C(=O)OC methyl 6-(1-(adamantan-1-ylmethyl)-5-methyl-1H-pyrazol-4-yl)-2-hydroxyquinoline-5-carboxylate